C(#N)C=1C=CC=C2CCN(C12)C(=O)N1C[C@H](N(CC1)C=1C=CC(=NC1C(=O)N[C@@H]1CN(CC1)C)C=1C(=NC=CC1)OCC)CC 5-[(2R)-4-(7-cyano-2,3-dihydro-1H-indole-1-carbonyl)-2-ethylpiperazin-1-yl]-2'-ethoxy-N-[(3S)-1-methylpyrrolidin-3-yl]-[2,3'-bipyridine]-6-carboxamide